(2R,6R)-2-amino-6-hydroxy-6-methyl-2-(4-(trifluoromethyl)phenyl)cyclohexan-1-one N[C@@]1(C([C@](CCC1)(C)O)=O)C1=CC=C(C=C1)C(F)(F)F